N1C(=NC2=C1C=CC=C2)[C@H](C)NC(=O)[C@H](CC(=O)N2[C@H](CCCC2)CC)NC(CCC(C)C)=O N-[(1S)-1-[[(1S)-1-(1H-benzimidazol-2-yl)ethyl]carbamoyl]-3-[(2S)-2-ethyl-1-piperidyl]-3-oxo-propyl]-4-methyl-pentanamide